Fluoro-8-hydroxy-N-((1-hydroxycyclohexyl)methyl)-4-oxo-4H-chromen-2-carboxamid FC1=C(OC2=C(C=CC=C2C1=O)O)C(=O)NCC1(CCCCC1)O